C(C)(C)(C)OC(=O)N1[C@@H](COCC1)C=1C=C(C=C2CCN(CC12)S(=O)(=O)C)Cl (R)-3-(6-chloro-2-(methylsulfonyl)-1,2,3,4-tetrahydroisoquinolin-8-yl)morpholine-4-carboxylic acid tert-butyl ester